C(C)OC1=CC=CC2=C1OC=1CN(CCC12)C(CC1=CC=C2C=CC(NC2=C1)=O)CC 7-(2-(8-ethoxy-3,4-dihydrobenzofuro[2,3-c]pyridin-2(1H)-yl)butyl)quinolin-2(1H)-one